4-butyl-1-(3-chlorophenyl)-3-(4-fluorophenyl)-N-(5-hydroxy-4,4-dimethylpentyl)-5-methyl-4,5-dihydro-1H-pyrazole-5-carboxamide C(CCC)C1C(=NN(C1(C(=O)NCCCC(CO)(C)C)C)C1=CC(=CC=C1)Cl)C1=CC=C(C=C1)F